7-(5-fluoro-4-((1S,2S)-6-hydroxy-2-phenyl-1,2,3,4-tetrahydronaphthalen-1-yl)-2-methoxyphenyl)-7-azaspiro[3.5]nonane-2-carbaldehyde FC=1C(=CC(=C(C1)N1CCC2(CC(C2)C=O)CC1)OC)[C@H]1[C@H](CCC2=CC(=CC=C12)O)C1=CC=CC=C1